N-[2-amino-4-fluoro-5-isopropylphenyl]N-methyl-methanesulfonamide NC1=C(C=C(C(=C1)F)C(C)C)N(S(=O)(=O)C)C